OC1(CCN(CC1)C=1C=CC(=NC1C)C(=O)NC)CC1=CC=C2C(N(C(NC2=C1)=O)C)=S 5-(4-hydroxy-4-((3-methyl-2-oxo-4-thioxo-1,2,3,4-tetrahydroquinazolin-7-yl)methyl)piperidin-1-yl)-N,6-dimethylpicolinamide